2-chloro-2-tert-butyl-anthraquinone ClC1(CC=2C(C3=CC=CC=C3C(C2C=C1)=O)=O)C(C)(C)C